CN1C(C=CC=C1)=O n-methyl-pyridone